FC1=CC(=CC=2N(C=NC21)CC2OCC2)C(=O)O.BrC=2C(=NC=NC2C2(CC2)C)OC 5-bromo-4-methoxy-6-(1-methylcyclopropyl)pyrimidine 4-fluoro-1-(oxetan-2-yl-methyl)-1H-benzo[d]imidazole-6-carboxylate